ClC1=CC(=NC(=C1)C1=CC=CC=C1)C1=CC=CC=C1 4-chloro-2,6-diphenylpyridine